NC=1C(=C2C=C3C(=C4C=CC(=CC4=CC3=CC2=CC1)C(=O)NC(C)C)C1=CC=C(C=C1)C(F)(F)F)Br 8-amino-7-bromo-N-isopropyl-5-(4-(trifluoromethyl)phenyl)-2-naphthacenecarboxamide